C(#N)C1=C(SC2=C1C(=NC=C2F)C=2C1=C(C=3C=NC(=NC3C2F)N2C[C@@H](CC2)N2C[C@H](CC2)N(C)C)COC1)NC(OC(C)(C)C)=O tert-Butyl (3-cyano-4-(3-((3S,3'R)-3-(dimethylamino)-[1,3'-bipyrrolidin]-1'-yl)-5-fluoro-7,9-dihydrofuro[3,4-f]quinazolin-6-yl)-7-fluorothieno[3,2-c]pyridin-2-yl)carbamate